(2S,4R)-2-((benzoyloxy)methyl)-4-(2-(tosyloxy)ethoxy)pyrrolidine-1-carboxylic acid tert-butyl ester C(C)(C)(C)OC(=O)N1[C@@H](C[C@H](C1)OCCOS(=O)(=O)C1=CC=C(C)C=C1)COC(C1=CC=CC=C1)=O